C1(CC1)S(=O)(=O)C1=CC=2N(C=C1)C(=NN2)[C@@H]2C[C@@H](CCC2)NC2=NC=C(C(=N2)OC2COC2)C(F)(F)F N-[(1R,3S)-3-(7-cyclopropylsulfonyl-[1,2,4]triazolo[4,3-a]pyridin-3-yl)cyclohexyl]-4-(oxetan-3-yloxy)-5-(trifluoromethyl)pyrimidin-2-amine